ClC1=C(C=CC2=C1C(=N[C@H](C=1N2N=C(N1)C(=O)N1CC(C1)O)C)C1=NC=CC=C1F)Cl [(4S)-7,8-dichloro-6-(3-fluoro-2-pyridyl)-4-methyl-4H-[1,2,4]triazolo[1,5-a][1,4]benzodiazepin-2-yl]-(3-hydroxyazetidin-1-yl)methanone